5-(n-butoxy)-2(5H)-furanone C(CCC)OC1C=CC(O1)=O